((1R)-1-(2-benzyl-3-((3-methoxybenzyl)amino)-3-oxopropanamido)-3-methylbutyl)boronic acid C(C1=CC=CC=C1)C(C(=O)N[C@@H](CC(C)C)B(O)O)C(=O)NCC1=CC(=CC=C1)OC